(S)-2-(4-bromothiazole-2-carboxamido)-N6-ethyl-N1-(1-(2-(2-adamantylamino)-2-oxoethyl)-2-oxo-1,2-dihydropyridin-3-yl)-5-oxohexanediamide BrC=1N=C(SC1)C(=O)N[C@H](C(=O)NC=1C(N(C=CC1)CC(=O)NC1C2CC3CC(CC1C3)C2)=O)CCC(C(=O)NCC)=O